tert-butyl O3-methyl 3-(3-oxopropyl)azetidine-1,3-dicarboxylate O=CCCC1(CN(C1)C(=O)OC(C)(C)C)C(=O)OC